2-(ethoxy-methyl-phosphoryl)-ethanol C(C)OP(=O)(C)CCO